(S)-3-((S)-sec-butyl)-4-((R)-3-(hydroxymethyl)piperidine-1-carbonyl)-1,3,4,5-tetrahydro-2H-benzo[e][1,4]diazepin-2-one [C@H](C)(CC)[C@@H]1N(CC2=C(NC1=O)C=CC=C2)C(=O)N2C[C@@H](CCC2)CO